C1(=CC=C(C=C1)CC(C[C@H](C(=O)O)C)=O)C1=CC=CC=C1 (R)-5-([1,1'-biphenyl]-4-yl)-2-methyl-4-oxopentanoic acid